4-[2-[4-[4-[(2,6-dioxo-3-piperidyl)amino]phenyl]-1-piperidyl]-2-oxo-ethyl]piperidine-1-carboxylic acid tert-butyl ester C(C)(C)(C)OC(=O)N1CCC(CC1)CC(=O)N1CCC(CC1)C1=CC=C(C=C1)NC1C(NC(CC1)=O)=O